(4-(quinolin-4-ylamino)butyl)furan-2-carbaldehyde Oxime Hydrochloride Cl.N1=CC=C(C2=CC=CC=C12)NCCCCC1=C(OC=C1)C=NO